C1C(=CC2=CC=CC=C12)C=1SC(=CC1)C 2-(1H-inden-2-yl)-5-methylthiophene